C(=O)(O)C(CCC(=O)O)NC(NC(C(=O)O)CCC(=O)O)=O 2-[3-(1,3-dicarboxypropyl)ureido]pentanedioic acid